azabicyclo[5.2.2]undecane N12CCCCCC(CC1)CC2